BrC1=C(C=C2C(=NC(=NC2=C1OC1CC1)Cl)N1[C@H](CN(CC1)C(=O)OC(C)(C)C)C)OC tert-butyl (S)-4-(7-bromo-2-chloro-8-cyclopropoxy-6-methoxyquinazolin-4-yl)-3-methylpiperazin-1-carboxylate